4-((3,4-dichlorophenyl)amino)-1H-1,2,3-triazole-5-carboxylic acid ClC=1C=C(C=CC1Cl)NC=1N=NNC1C(=O)O